(2S,3R)-3-hydroxy-1-[2-[(4-phenoxybenzoyl)amino]acetyl]pyrrolidine-2-carboxylic acid O[C@H]1[C@H](N(CC1)C(CNC(C1=CC=C(C=C1)OC1=CC=CC=C1)=O)=O)C(=O)O